CC1(C(CCC1=O)=O)CC1=CC=C(C=C1)Cl 2-methyl-2-(4-chlorobenzyl)-1,3-cyclopentanedione